(S)-8-chloro-6-(((6-fluoro-2-methylpyridin-3-yl)(4,5,6,7-tetrahydro-[1,2,3]triazolo[1,5-a]pyridin-3-yl)methyl)amino)-4-(neopentylamino)quinoline-3-carbonitrile ClC=1C=C(C=C2C(=C(C=NC12)C#N)NCC(C)(C)C)N[C@H](C=1N=NN2C1CCCC2)C=2C(=NC(=CC2)F)C